potassium L-prolinate N1[C@@H](CCC1)C(=O)[O-].[K+]